C(C)(C)(C)OC(=O)N(N)CC1C(NCC1)=O.C(C)(C)(C)[Si](C)(C)OC1CCC(CC1)OCC tert-butyl-{[(1r,4r)-4-ethoxycyclohexyl]oxy}dimethylsilane tertbutyl-1-((2-oxopyrrolidin-3-yl)methyl)hydrazinecarboxylate